4-(4-aminophenoxy)-3-methoxyphenyl-aniline NC1=CC=C(OC2=C(C=C(C=C2)NC2=CC=CC=C2)OC)C=C1